3-{3'-Adamantan-1-yl-4'-[3-(2-{2-[3-(3-bromo-4-hydroxy-phenyl)-2-hydroxyimino-propionylamino]-ethyl-disulfanyl}-ethylcarbamoyl)-propionyloxy]-biphenyl-4-yl}-acrylic acid C12(CC3CC(CC(C1)C3)C2)C=2C=C(C=CC2OC(CCC(NCCSSCCNC(C(CC2=CC(=C(C=C2)O)Br)=NO)=O)=O)=O)C2=CC=C(C=C2)C=CC(=O)O